C(=O)(OCC1C2=CC=CC=C2C2=CC=CC=C12)[C@](C(=O)O)(CN)COC(C)(C)C (R)-Fmoc-3-amino-2-(tert-butoxymethyl)propionic acid